FC1(CNCCC1C1=CC2=C(N(C(N2C(C)C)=O)C2C(NC(CC2)=O)=O)C=C1)F 3-[5-(3,3-difluoro-4-piperidyl)-3-isopropyl-2-oxo-benzimidazol-1-yl]piperidine-2,6-dione